dioleoyl ether C(CCCCCCC\C=C/CCCCCCCC)(=O)OC(CCCCCCC\C=C/CCCCCCCC)=O